(S)-(5-chloro-2-methoxyphenyl)-3-fluoro-6-(trifluoromethyl)-2,3-dihydro-1H-indol-2-one ClC=1C=CC(=C(C1)N1C([C@H](C2=CC=C(C=C12)C(F)(F)F)F)=O)OC